(7-bromochroman-6-yl)ethan-1-one BrC1=C(C=C2CCCOC2=C1)C(C)=O